Cl.N1CCC(CC1)OC1=C2C=CC(=NC2=CC=C1)C#N 5-(piperidin-4-yloxy)quinoline-2-carbonitrile hydrochloride